Cl.FC1=CC(=CC2=C1C(CO2)N)F 4,6-difluoro-2,3-dihydro-1-benzofuran-3-amine hydrochloride